C1(CCC(CC1)C(C)C)(C)OCCCO 3-(1-menthoxy)propane-1-ol